[2H]C(CCO)(N1N=C(C=2C1=NC(=NC2)Cl)Cl)[2H] 3,3-dideutero-3-(3,6-dichloro-pyrazolo[3,4-d]pyrimidin-1-yl)propan-1-ol